C1(=CC=CC=C1)N(C1=CC=C(C=C1)C)C1=CC=CC=C1 diphenyl-(p-toluidine)